FC1=NC=CC(=C1C(=O)O)C(F)(F)F 2-fluoro-4-(trifluoromethyl)pyridine-3-carboxylic acid